4-methylazepan-4-amine CC1(CCNCCC1)N